(R)-3-methylpyrrolidine-3-carboxylic acid C[C@@]1(CNCC1)C(=O)O